FC=1C(=C(C=O)C=C(C1)C=1C=NN(C1)C1=CC(=CC=C1)N1CCCCC1)O 3-fluoro-2-hydroxy-5-(1-(3-(piperidin-1-yl)phenyl)-1H-pyrazol-4-yl)benzaldehyde